methylcyclopropenoic acid CC1=C(C1)C(=O)O